3-(4-(6-amino-5-(aminomethyl)pyridin-3-yl)-1-oxoisoindolin-2-yl)piperidine-2,6-dione NC1=C(C=C(C=N1)C1=C2CN(C(C2=CC=C1)=O)C1C(NC(CC1)=O)=O)CN